C(C)(C)(C)OC(=O)N1C[C@@H](N(CC1)C=1C=NC(=CC1)[N+](=O)[O-])C (S)-3-methyl-4-(6-nitropyridin-3-yl)piperazine-1-carboxylic acid tert-butyl ester